4-benzyloxy-1,3-butanediol C(C1=CC=CC=C1)OCC(CCO)O